C(#N)C=1C(=C(C(=NC1)C(=O)NC=1C=C2C(=CN1)NN=C2C2=CN=CO2)C)C 5-cyano-3,4-dimethyl-N-(3-(oxazol-5-yl)-1H-pyrazolo[3,4-c]pyridin-5-yl)picolinamide